NC1CC2CCC(C1)N2C2=C(N=C1C(=N2)NN=C1C1=C(C2=C(N(N=C2C=C1)C)Cl)C)CO {6-[endo-3-amino-8-azabicyclo[3.2.1]octan-8-yl]-3-(3-chloro-2,4-dimethyl-2H-indazol-5-yl)-1H-pyrazolo[3,4-b]pyrazin-5-yl}methanol